N-(4-(6-(5-(6-methylpyridin-2-yl)-1H-imidazol-4-yl)quinolin-3-yl)cyclohex-3-en-1-yl)-2-((2-oxotetrahydrofuran-3-yl)sulfanyl)acetamide CC1=CC=CC(=N1)C1=C(N=CN1)C=1C=C2C=C(C=NC2=CC1)C1=CCC(CC1)NC(CSC1C(OCC1)=O)=O